C(C)N1N(C2=NC(=NC=C2C1=O)NC=1C=C2C=NN(C2=CC1)C)C1=NC(=CC=C1)NC1CCN(CC1)C 2-ethyl-6-[(1-methyl-1H-indazol-5-yl)amino]-1-{6-[(1-methylpiperidin-4-yl)amino]pyridin-2-yl}-1H,2H,3H-pyrazolo[3,4-d]pyrimidin-3-one